C(C)(C)(C)[Si](OCCN(CC(C(=O)O)(C)C)C)(C)C 3-[2-[tert-Butyl-(dimethyl)silyl]oxy-ethyl-methyl-amino]-2,2-dimeth-yl-propanoic acid